C(CCC)NCCCC dibutyl-amine